FC1(CC(C1)(C=1N=NN(C1)C[Si](C)(C)C)NC(OC(C)(C)C)=O)F tert-butyl (3,3-difluoro-1-(1-((trimethylsilyl)methyl)-1H-1,2,3-triazol-4-yl)cyclobutyl)carbamate